C1CCC12CNCC2 (2s,4r)-6-azaspiro[3.4]octan